CNC(=O)C1=CC2=C(N(C(=N2)CCC)C2=CC3=C(NC(N3)=O)C=C2)C=C1 N-methyl-2'-oxo-2-propyl-2',3'-dihydro-1'H-[1,5'-bi-benzo[d]imidazole]-5-carboxamide